bis(1,2,2,6,6-pentamethyl-4-piperidinyl)-2-(3,5-di-t-butyl-4-hydroxybenzyl)-2-n-butyl malonate C(CC(=O)[O-])(=O)OC(C)(CC(C1CC(N(C(C1)(C)C)C)(C)C)C1CC(N(C(C1)(C)C)C)(C)C)CC1=CC(=C(C(=C1)C(C)(C)C)O)C(C)(C)C